N[C@@H]1CC(CC12CCN(CC2)C2=C(N=C1C(=N2)NN=C1C1=C(C2=CN(N=C2C=C1)C)Cl)CO)(F)F {6-[(1R)-1-amino-3,3-difluoro-8-azaspiro[4.5]dec-8-yl]-3-(4-chloro-2-methyl-2H-indazol-5-yl)-1H-pyrazolo[3,4-b]pyrazin-5-yl}methanol